tert-Butyl 6-(3,3-dimethyl-1-oxa-6-azaspiro[3.3]heptan-6-yl)quinoline-4-carboxylate CC1(COC12CN(C2)C=2C=C1C(=CC=NC1=CC2)C(=O)OC(C)(C)C)C